C=1(C(=CC=CC1)C=O)C=1C(=CC=CC1)C1=CC=CC=C1 terphenylcarbaldehyde